N[C@@H](C)C(=O)N[C@@H](CCC(=O)N[C@@H](CC(C)C)C(=O)O)C(=O)O alanyl-γ-glutamyl-leucine